4-((1-cyclopropyl-3-(tetrahydro-2H-pyran-4-yl)-1H-pyrazol-4-yl)oxy)-1-tosyl-1H-pyrrolo[2,3-b]pyridine C1(CC1)N1N=C(C(=C1)OC1=C2C(=NC=C1)N(C=C2)S(=O)(=O)C2=CC=C(C)C=C2)C2CCOCC2